(R)-2-((4-((1-(3-((6-(((benzyloxy)carbonyl)amino)hexyl)oxy)phenyl)ethyl)amino)-6-(1,1-dioxidothiomorpholino)pyrido[3,4-d]pyrimidin-8-yl)oxy)acetic acid C(C1=CC=CC=C1)OC(=O)NCCCCCCOC=1C=C(C=CC1)[C@@H](C)NC=1C2=C(N=CN1)C(=NC(=C2)N2CCS(CC2)(=O)=O)OCC(=O)O